6-((7S,8aS)-7-(3-(imidazo[1,2-a]pyridin-8-yl)propyl)-6-oxohexahydropyrrolo[1,2-a]pyrazin-2(1H)-yl)nicotinonitrile N=1C=CN2C1C(=CC=C2)CCC[C@H]2C[C@@H]1N(CCN(C1)C1=NC=C(C#N)C=C1)C2=O